ClC=1C=C2C=NC(N3C2=C(C1C1=C(C=C(C=C1)F)F)OCC3)=O 9-chloro-10-(2,4-difluorophenyl)-2,3-dihydro-5H-[1,4]oxazino[2,3,4-ij]quinazolin-5-one